ClC=1C(=NC(=CC1)F)N 3-chloro-6-fluoropyridin-2-amine